OCCN(C(OCC1=CC=CC=C1)=O)CC1(CCOCC1)O Benzyl (2-hydroxyethyl)((4-hydroxytetrahydro-2H-pyran-4-yl)methyl)carbamate